BrC1=C(C=C2C(=NC(=NC2=C1F)Cl)N1CC(CCC1)(O)C)[N+](=O)[O-] (7-bromo-2-chloro-8-fluoro-6-nitroquinazolin-4-yl)-3-methylpiperidin-3-ol